P(=O)(OC[C@@H]1O[C@H]([C@@H](C1)OC)N1C(NC(C=C1)=O)=O)(OCCCC)O ((2R,3R,4R,5R)-5-(2,4-dioxopyrimidin-1(2H)-yl)-4-methoxy-tetrahydrofuran-2-yl)-methyl butyl hydrogen phosphate